Cl.C(N)(=N)SCC=1SC=CC1 thiophen-2-ylmethyl carbamimidothioate hydrochloride